C(C1=CC=CC=C1)N1N=C(C=C1)B(O)O (1-benzyl-1H-pyrazol-3-yl)boronic acid